1-(4-(5-fluoro-2-(3-fluoro-4-(2-methoxyethoxy)phenylamino)pyrimidin-4-ylamino)phenyl)-3-methylbut-3-en-2-one FC=1C(=NC(=NC1)NC1=CC(=C(C=C1)OCCOC)F)NC1=CC=C(C=C1)CC(C(=C)C)=O